BrC1=CSC2=C1NC(=C2)C(=O)O 3-bromo-4H-thieno[3,2-b]Pyrrole-5-carboxylic acid